1-(3-(((3-hydroxy-2-(hydroxymethyl)propyl)amino)methyl)azetidin-1-yl)ethan-1-one OCC(CNCC1CN(C1)C(C)=O)CO